5-(1,3-benzodioxol-5-yl)-3-hexylcyclohexa-2-enone O1COC2=C1C=CC(=C2)C2CC(=CC(C2)=O)CCCCCC